2-(4-(1-methylbenzimidazol-2-yl)phenyl)ethanethiol CN1C(=NC2=C1C=CC=C2)C2=CC=C(C=C2)CCS